1-{5-chloro-2-[methyl(1-methylpyrrolidin-3-yl)amino]pyrimidin-4-yl}-N-(2-{imidazo[1,2-a]pyridin-3-yl}propan-2-yl)azetidine-3-carboxamide ClC=1C(=NC(=NC1)N(C1CN(CC1)C)C)N1CC(C1)C(=O)NC(C)(C)C1=CN=C2N1C=CC=C2